CN([C@H]1CN(CC1)C1=CC2=C(N=C(N=C2N[C@H](C)C2=C(C(=CC=C2)C(F)(F)F)F)C)C=N1)C 6-[(3R)-3-(dimethylamino)pyrrolidin-1-yl]-N-{(1R)-1-[2-fluoro-3-(trifluoromethyl)phenyl]ethyl}-2-methylpyrido[3,4-d]pyrimidin-4-amine